COC1=NC=C(C2=C1N=C(S2)NC(C2=CC=C(C(=O)N(C)C)C=C2)=O)N2CCOCC2 N-(4-Methoxy-7-morpholin-4-yl-thiazolo[4,5-c]pyridin-2-yl)-N',N'-dimethyl-terephthalamide